ClC1=C(N=CC(=N1)N)I 6-chloro-5-iodopyrazin-2-amine